zinc di-(isobutyryl leucinate) C(C(C)C)(=O)N[C@@H](CC(C)C)C(=O)[O-].C(C(C)C)(=O)N[C@@H](CC(C)C)C(=O)[O-].[Zn+2]